N1(N=CC(=C1)C(=O)O)C=1C=NNC1 1'H-[1,4'-bipyrazole]-4-carboxylic acid